CC=1C(N=C=O)=CC(N=C=O)=CC1 toluene diisoCyanate